FC1=C(C=CC(=C1)F)C1=NC(=CC2=C1N=C(N(C2=O)C)C)N2C[C@@H](OCC2)C=2C=NN(C2)C 8-(2,4-difluorophenyl)-2,3-dimethyl-6-[(2S)-2-(1-methylpyrazol-4-yl)morpholin-4-yl]pyrido[3,4-d]pyrimidin-4-one